C(C)(C)(C)OC(=O)N[C@@H](C)C1=CC=C(C=C1)C1=C(N=CS1)C(=O)OCC ethyl 5-[4-[(1S)-1-(tert-butoxycarbonylamino)ethyl]phenyl]thiazole-4-carboxylate